(R)-3-methyl-8-hydroxy-7-iodo-5-methyl-3,4-dihydronaphthalen-1(2H)-one C[C@H]1CC(C2=C(C(=CC(=C2C1)C)I)O)=O